3-(3,6-dichloro-1H-pyrazolo[3,4-d]pyrimidin-1-yl)propan-1-ol ClC1=NN(C2=NC(=NC=C21)Cl)CCCO